(S)-N-(1-cyanocyclopropyl)-2-(((S)-1-(8-(2,4-dimethyl-1H-imidazol-5-yl)dibenzo[b,d]furan-3-yl)-2,2,2-trifluoroethyl)amino)-4-methylpentanamide C(#N)C1(CC1)NC([C@H](CC(C)C)N[C@H](C(F)(F)F)C=1C=CC2=C(OC3=C2C=C(C=C3)C3=C(N=C(N3)C)C)C1)=O